C(=O)C=1C=CC(=C(C(=O)OC(C)(C)C)C1)B1OC(C(O1)(C)C)(C)C tert-butyl 5-formyl-2-(4,4,5,5-tetramethyl-1,3,2-dioxaborolan-2-yl)benzoate